propoxynorbornene C(CC)OC12C=CC(CC1)C2